4-epoxycyclohexylmethyl-3,4-epoxy-cyclohexane-carboxylate C12(C(CCCC1)O2)CC21C(CC(CC2)C(=O)[O-])O1